NC1=C2C(OC(C2=CC=C1)=O)=O 4-aminoisobenzofuran-1,3-dione